ortho-Phenylenediamine C1(=C(C=CC=C1)N)N